(1,6,7,9-tetrahydro-3H-furo[3,4-h]isochromen-9-yl)methanamine C1OCC=2C=CC=3CCOC(C3C21)CN